N=1C=NN2C1C=C(C=C2)OC2=C(C=C(C=C2)NC2=NC=NN1C2=C(C=C1)C1CC2(CN(C2)C(C=C)=O)C1)C 1-(6-(4-((4-([1,2,4]triazolo[1,5-a]pyridin-7-yloxy)-3-methylphenyl)amino)pyrrolo[2,1-f][1,2,4]triazin-5-yl)-2-azaspiro[3.3]heptan-2-yl)prop-2-en-1-one